C(C)(CC)N1N=CN(C1=O)C1=CC=C(C=C1)N1CCN(CC1)C1=CC=C(C=C1)C=1C=NC(=CC1)C([C@@](CN1N=NN=C1)(O)C1=C(C=C(C=C1)F)F)(F)F 2-(sec-butyl)-4-(4-(4-(4-(6-((R)-2-(2,4-difluorophenyl)-1,1-difluoro-2-hydroxy-3-(1H-tetrazol-1-yl)propyl)pyridin-3-yl)phenyl)piperazin-1-yl)phenyl)-2,4-dihydro-3H-1,2,4-triazol-3-one